C1(CC1)C1=C(C=C(C(=O)O)C=C1)S(NC1=C(C=CC(=C1)C(F)(F)F)N1CCCCC1)(=O)=O 4-cyclopropyl-3-(N-(2-(piperidin-1-yl)-5-(trifluoromethyl)phenyl)sulfamoyl)benzoic acid